CO\N=C(\C(=O)OC)/C1=C(C=CC=C1)CO/N=C(\C)/C1=CC(=CC=C1)C(F)(F)F methyl (2E)-(methoxyimino)(2-{[({(1E)-1-[3-(trifluoromethyl)phenyl]ethylidene}amino)oxy]methyl}phenyl)acetate